C1(CC1)C1=NC(=NC=C1C(=O)OC)SC Methyl 4-cyclopropyl-2-(methylthio)pyrimidine-5-carboxylate